[Fe+2].N1=CN=C(C=C1)C#CC1=CC(=NC=C1)C1=NC=CC(=C1)C#CC1=NC=NC=C1.N1=CN=C(C=C1)C#CC1=CC(=NC=C1)C1=NC=CC(=C1)C#CC1=NC=NC=C1.N1=CN=C(C=C1)C#CC1=CC(=NC=C1)C1=NC=CC(=C1)C#CC1=NC=NC=C1 tris[4,4'-bis(2-(4-pyrimidinyl)ethynyl)-2,2'-bipyridine] iron (II)